3-cyclopropyl-2-{[(3R,6R)-6-methyl-1-{[2-(2H-1,2,3-triazol-2-yl)phenyl]carbonyl}piperidin-3-yl]oxy}pyridine-4-carbonitrile C1(CC1)C=1C(=NC=CC1C#N)O[C@H]1CN([C@@H](CC1)C)C(=O)C1=C(C=CC=C1)N1N=CC=N1